(E)-4-(3-(3-cyanophenoxy)-3-oxoprop-1-en-1-yl)-1,2-phenylene diacetate (E)-4-(3-(3-cyanophenyl)-3-oxoprop-1-en-1-yl)-1,2-phenylenediacetate C(#N)C=1C=C(C=CC1)C(/C=C/C1=CC(=C(C=C1)CC(=O)O)CC(=O)O)=O.C(C)(=O)OC1=C(C=C(C=C1)\C=C\C(=O)OC1=CC(=CC=C1)C#N)OC(C)=O